2-(4-chloro-phenyl)-1,1-dimethyl-ethylamine ClC1=CC=C(C=C1)CC(C)(C)N